N-(1-(6,7-Difluoro-1-oxo-1,2-dihydroisoquinolin-4-yl)ethyl)-5,5-difluoro-N-methyl-4,5,6,7-tetrahydro-1H-indole-2-carboxamide FC=1C=C2C(=CNC(C2=CC1F)=O)C(C)N(C(=O)C=1NC=2CCC(CC2C1)(F)F)C